OC(CC(=O)O)(CCO)C 3,5-dihydroxy-3-methylpentanoic acid